NC1=NC=CC=C1C1=NC=2C(=NC(=CC2)C2=CC=CC=C2)N1C1=CC=C(C(=O)O)C=C1 4-[2-(2-amino-3-pyridyl)-5-phenyl-imidazo[4,5-b]pyridin-3-yl]benzoic acid